OC(CCCC=CC=CC=CC=CC=CC=CC(=O)O)CCCCC 17-hydroxy-docosahexaenoic acid